10-(3,4-dihydroisoquinolin-2(1H)-yl)-9-fluoro-3-methyl-2H-[1,4]oxazino[2,3,4-ij]quinolin-7(3H)-one C1N(CCC2=CC=CC=C12)C1=C(C=C2C(C=CN3C2=C1OCC3C)=O)F